(S)-6-amino-2-((R)-1-((2S,5S,E)-2-benzyl-5-((tert-butoxycarbonyl)amino)-7-methyloct-3-enoyl)pyrrolidine-2-amido)hexanoic acid cyclohexyl ester C1(CCCCC1)OC([C@H](CCCCN)NC(=O)[C@@H]1N(CCC1)C([C@H](\C=C\[C@H](CC(C)C)NC(=O)OC(C)(C)C)CC1=CC=CC=C1)=O)=O